5-oxo-2-(1H-pyrazol-4-yl)-5,6-dihydro[1,2,4]triazolo[1,5-c]quinazolin-7-carbonitrile O=C1NC2=C(C=CC=C2C=2N1N=C(N2)C=2C=NNC2)C#N